6-((2-azaspiro[3.3]heptan-6-yl)oxy)-5-chloro-3-methylimidazo[1,5-a]pyridine C1NCC12CC(C2)OC=2C=CC=1N(C2Cl)C(=NC1)C